3-methyl-4-(1-methyl-1,7-diazaspiro[3.5]nonan-7-yl)aniline CC=1C=C(N)C=CC1N1CCC2(CCN2C)CC1